2-((3-(1,1-difluoroethyl)-1-methyl-1H-pyrazol-5-yl)sulfonyl)-6-((tetrahydro-2H-pyran-4-yl)methyl)-2,6-diazaspiro[3.3]heptane FC(C)(F)C1=NN(C(=C1)S(=O)(=O)N1CC2(C1)CN(C2)CC2CCOCC2)C